1-Ethyl-2-(2,2,2-trifluoro-1-(4-fluorophenyl)-1-hydroxyethyl)-1H-benzo[d]imidazole-5-carboxylic acid C(C)N1C(=NC2=C1C=CC(=C2)C(=O)O)C(C(F)(F)F)(O)C2=CC=C(C=C2)F